C(C)OC(COC1CCN(CC1)C(=O)OC(C)(C)C)=O Tert-butyl 4-(2-ethoxy-2-oxo-ethoxy)piperidine-1-carboxylate